C1(=CC=CC=C1)C=1C=C(C=CC1)O 3-phenylphenol